acetyl-naphthone tert-Butyl-(S,E)-(1-(5-(1-(isopropoxyimino)ethyl)-2,6-dioxo-3,6-dihydropyrimidin-1(2H)-yl)-3-methylbutan-2-yl)carbamate C(C)(C)(C)N(C(O)=O)[C@H](CN1C(NC=C(C1=O)/C(/C)=N/OC(C)C)=O)C(C)C.C(C)(=O)C1C(C2=CC=CC=C2C=C1)=O